2-(2-(2-methoxyethoxy) ethoxy)-4-methylbenzenesulfonate COCCOCCOC1=C(C=CC(=C1)C)S(=O)(=O)[O-]